3'-(dibenzo[c,h]acridin-7-yl)-[1,1'-biphenyl]-3-carbonitrile C1=CC=CC=2C=CC=3C(=C4C=CC5=C(C4=NC3C21)C=CC=C5)C=5C=C(C=CC5)C5=CC(=CC=C5)C#N